3-(tert-butyl)-N-(6-methoxy-5-(1-methyl-7-(methylsulfanyl)-2-oxo-1,2-dihydropyrimido[4,5-d]pyrimidin-3(4H)-yl)pyridin-3-yl)benzamide C(C)(C)(C)C=1C=C(C(=O)NC=2C=NC(=C(C2)N2C(N(C3=NC(=NC=C3C2)SC)C)=O)OC)C=CC1